(1R,2S,6R)-2-(4-((1R,6R,7S)-3-azabicyclo[4.1.0]heptan-7-yl)phenyl)-6-((2-fluoro-4-(trifluoromethyl)phenyl)carbamoyl)cyclohexane-1-carboxylic acid [C@H]12CNCC[C@@H]2[C@@H]1C1=CC=C(C=C1)[C@@H]1[C@H]([C@@H](CCC1)C(NC1=C(C=C(C=C1)C(F)(F)F)F)=O)C(=O)O